(S)-2-((3R,4S)-3-fluoro-4-((4-methoxy-5-(quinolin-6-yl)pyrrolo[2,1-f][1,2,4]triazin-2-yl)amino)piperidin-1-yl)propan-1-ol F[C@@H]1CN(CC[C@@H]1NC1=NN2C(C(=N1)OC)=C(C=C2)C=2C=C1C=CC=NC1=CC2)[C@H](CO)C